2,6-naphthalenedicarboxylic acid, dipotassium salt [K+].[K+].C1=C(C=CC2=CC(=CC=C12)C(=O)[O-])C(=O)[O-]